CN1C(C2(C3=CC=CC=C13)CCC(CC2)N2C[C@@H](CCC2)C2=NC(=NO2)C)=O methyl-4-[(3R)-3-(3-methyl-1,2,4-oxadiazol-5-yl)piperidin-1-yl]spiro[cyclohexane-1,3'-indole]-2'(1'H)-one